1-methyl-3-(4-hexadecyl-eicosyl)-1H-imidazol-3-ium chloride [Cl-].CN1C=[N+](C=C1)CCCC(CCCCCCCCCCCCCCCC)CCCCCCCCCCCCCCCC